FC=1C=C(OC2CN(C2)C(C=C)=O)C=C(C1[C@H]1N([C@@H](CC2=C1NC1=CC=CC=C21)C)CC(C)(C)F)F 1-(3-(3,5-difluoro-4-((1R,3R)-2-(2-fluoro-2-methylpropyl)-3-methyl-2,3,4,9-tetrahydro-1H-pyrido[3,4-b]indol-1-yl)phenoxy)azetidin-1-yl)prop-2-en-1-one